C(C1=CC=CC=C1)C1(C)CC=C(C=C1)CC1=CC=CC=C1 p-dibenzyltoluene